FC(C(=O)N(C1C(C1)C1=CC=CC=C1)C1CC2(CN(C2)CCCC2=CC=C(C(=O)OCC)C=C2)C1)(F)F Ethyl 4-(3-(6-(2,2,2-trifluoro-N-(2-phenylcyclopropyl)acetamido)-2-azaspiro[3.3]heptan-2-yl)propyl)benzoate